tert-butyl (2R,5S)-5-[2-(4-chloro-3-fluorophenoxy)acetamido]-2-{[5-(trifluoromethyl)pyridin-3-yl]carbamoyl}piperidine-1-carboxylate ClC1=C(C=C(OCC(=O)N[C@H]2CC[C@@H](N(C2)C(=O)OC(C)(C)C)C(NC=2C=NC=C(C2)C(F)(F)F)=O)C=C1)F